N-(3-(3-Cyclohexyl-4-oxo-3,4-dihydrophthalazin-1-yl)phenyl)ethanesulfonamide C1(CCCCC1)N1N=C(C2=CC=CC=C2C1=O)C=1C=C(C=CC1)NS(=O)(=O)CC